N[C@H](CC(=O)O)[C@H](C1=CC=C(C=C1)S(=O)(=O)C)O (3R,4S)-3-amino-4-hydroxy-4-(4-(methylsulfonyl)phenyl)butyric acid